N-(5-((6-((R)-3-(3,4-dichloro-2-fluorophenyl)-isoxazolidine-2-yl)pyrimidine-4-yl)amino)-4-methoxy-2-(4-(4-(oxetane-3-yl)piperazine-1-yl)piperidine-1-yl)phenyl)acrylamide ClC=1C(=C(C=CC1Cl)[C@@H]1N(OCC1)C1=CC(=NC=N1)NC=1C(=CC(=C(C1)NC(C=C)=O)N1CCC(CC1)N1CCN(CC1)C1COC1)OC)F